3-(6-(4-(3-((1s,4r)-4-(3-bromo-2-methylphenoxy)cyclohexyl)propyl)piperidin-1-yl)-1-methyl-1H-indazol-3-yl)piperidine-2,6-dione BrC=1C(=C(OC2CCC(CC2)CCCC2CCN(CC2)C2=CC=C3C(=NN(C3=C2)C)C2C(NC(CC2)=O)=O)C=CC1)C